N-(5-(5-(2-(2-((6-chloropyridin-2-yl)oxy)ethoxy)ethyl)-1-cyclopropyl-1H-pyrazol-3-yl)-8-(methylamino)-2,7-naphthyridin-3-yl)cyclopropanecarboxamide ClC1=CC=CC(=N1)OCCOCCC1=CC(=NN1C1CC1)C1=C2C=C(N=CC2=C(N=C1)NC)NC(=O)C1CC1